C(CCCCCCCCCCCCCCC)O[C@H]1[C@@H](O[C@@H]([C@H]1O)CO)N1C=NC=2C(N)=NC=NC12 2'-O-hexadecyl-adenosine